(R)-N-((R)-1-(2-(ethylthio)-6-methyl-4-oxo-4H-chromen-8-yl)ethyl)-2-methylpropane-2-sulfonamide C(C)SC=1OC2=C(C=C(C=C2C(C1)=O)C)[C@@H](C)NS(=O)(=O)C(C)(C)C